C1(CC1)C1=CC=C(C=C1)[C@]12[C@](C=3C(=NC(=CC3O1)OC)OC)([C@@H]([C@@H]([C@H]2C2=CC=CC=C2)CN2CC(C2)(C)O)O)O (5aR,6S,7S,8R,8aS)-5a-(4-cyclopropylphenyl)-7-((3-hydroxy-3-methylazetidin-1-yl)methyl)-1,3-dimethoxy-6-phenyl-5a,6,7,8-tetrahydro-8aH-cyclopenta[4,5]furo[3,2-c]pyridine-8,8a-diol